3-(5-Chloro-1,8-dimethyl-2-oxo-1,2-dihydropyrido[2,3-d]pyridazin-3-yl)-3-hydroxypyrrolidine-1-Carboxylic acid tert-butyl ester C(C)(C)(C)OC(=O)N1CC(CC1)(O)C1=CC=2C(=C(N=NC2Cl)C)N(C1=O)C